NC1=C2C=NC(=NC2=CC(=C1F)C1=C(C2=C(OCCN2)N=C1)C)NC1=C(C=C2CCN([C@H](C2=C1)CO)C)OC |r| (R and S)-(7-{[5-amino-6-fluoro-7-(8-methyl-2,3-dihydro-1H-pyrido[2,3-b][1,4]oxazin-7-yl)quinazolin-2-yl]amino}-6-methoxy-2-methyl-1,2,3,4-tetrahydroisoquinolin-1-yl)methanol